5-iodoisatin IC=1C=C2C(C(NC2=CC1)=O)=O